4-(3-(2-(azetidin-1-yl)-2-oxoethyl)pyridin-2-yl)-N-(3-chloro-5-(methylsulfonamido)phenyl)thiophene-2-carboxamide N1(CCC1)C(CC=1C(=NC=CC1)C=1C=C(SC1)C(=O)NC1=CC(=CC(=C1)NS(=O)(=O)C)Cl)=O